O=C[C@H](O)[C@H](O)[C@H](O)[C@H](O)C(=S)O thioalluronic acid